NC1=NC=CC=C1C1=NC=2C(=NC(=CC2)C2=CC=CC=C2)N1C1=CC=C(CN2CCC(CC2)N(C(C2=CC(=C(C=C2)O)C=O)=O)C2CC2)C=C1 N-(1-(4-(2-(2-aminopyridin-3-yl)-5-phenyl-3H-imidazo[4,5-b]pyridin-3-yl)benzyl)piperidin-4-yl)-N-cyclopropyl-3-formyl-4-hydroxybenzamide